C(C1=CC=CC=C1)N(CCN)CCNCCN N'-benzyltriethylenetetramine